FC=1C=C(C=CC1)C1=CC(=CC=C1)[C@@H]1N(OCC1)C1=CC(=NC=N1)NC=1C(=CC(=C(C1)NC(C=C)=O)N1CC2CN(CC2C1)C)OC N-(5-((6-((R)-3-(3'-fluoro-[1,1'-biphenyl]-3-yl)-isoxazolidin-2-yl)-pyrimidin-4-yl)-amino)-4-methoxy-2-(5-methylhexa-hydropyrrolo[3,4-c]pyrrol-2(1H)-yl)-phenyl)acrylamide